C(C)(C)(C)N1N=C(C=2C1=NC=NC2N)C2=CC=C(C=C2)Cl 1-(tert-butyl)-3-(4-chlorophenyl)-1H-pyrazolo[3,4-d]pyrimidin-4-amine